CC(C)(\C=C\C[C@@H](C)[C@H]1CC[C@H]2[C@@H]3CC=C4C[C@H](CC[C@]4(C)[C@H]3CC[C@]12C)O)O (23E)-cholest-5(6),23(24)-diene-3β,25-diol